OC1(CC(C1)NC(C)=O)C N-((1s,3S)-3-hydroxyl-3-methylcyclobutyl)acetamide